(S)-5-((4-((2-hydroxy-1-phenylethyl)amino)-5-(3-(pyridin-2-yl)-1,2,4-oxadiazol-5-yl)pyrimidin-2-yl)amino)-3,3-dimethyl-2-propylisoindolin-1-one OC[C@H](C1=CC=CC=C1)NC1=NC(=NC=C1C1=NC(=NO1)C1=NC=CC=C1)NC=1C=C2C(N(C(C2=CC1)=O)CCC)(C)C